N-(4-carbamimidoylbenzyl)-1-(4-(cyanomethyl)phenethyl)-1H-pyrazole-4-carboxamide C(N)(=N)C1=CC=C(CNC(=O)C=2C=NN(C2)CCC2=CC=C(C=C2)CC#N)C=C1